(±)-[2-[4-[(4-chlorophenyl)phenylmethyl]-1-piperazinyl]ethoxy]acetic acid, dihydrochloride Cl.Cl.ClC1=CC=C(C=C1)[C@H](N1CCN(CC1)CCOCC(=O)O)C1=CC=CC=C1 |r|